N-(5-(3,5-difluorobenzyl)-1H-indazol-3-yl)-4-(4-(4-(1-(2,6-dioxopiperidin-3-yl)-1H-indol-4-yl)but-3-yn-1-yl)piperazin-1-yl)-2-((tetrahydro-2H-pyran-4-yl)amino)benzamide FC=1C=C(CC=2C=C3C(=NNC3=CC2)NC(C2=C(C=C(C=C2)N2CCN(CC2)CCC#CC2=C3C=CN(C3=CC=C2)C2C(NC(CC2)=O)=O)NC2CCOCC2)=O)C=C(C1)F